COC1CC2C3CCCC3C1C2 6-methoxy-hexahydro-4,7-methyleneindan